CS(=O)(=O)OCCC1=CC(=C(C(=C1)F)C1C(NC(CC1)=O)=O)F 4-(2,6-dioxopiperidin-3-yl)-3,5-difluorophenethyl methanesulfonate